2,5-dichloro-4-nitrophenol ClC1=C(C=C(C(=C1)[N+](=O)[O-])Cl)O